(3S,4R)-4-((5-chloro-4-(7-fluoro-1,2,3,4-tetrahydrobenzo[c][2,6]naphthyridin-9-yl)pyrimidin-2-yl)amino)tetrahydro-2H-pyran-3-ol ClC=1C(=NC(=NC1)N[C@H]1[C@@H](COCC1)O)C1=CC2=C(N=CC=3CCNCC23)C(=C1)F